COC1=C2CC[C@H](C2=CC=C1)N (R)-4-methoxy-2,3-dihydro-1H-inden-1-amine